COC(=O)CC=1C=[N+](C=CC1)[O-] 3-(methoxycarbonyl)methylpyridine 1-oxide